1-(6-chloro-8-fluoro-4-((S)-2-methylpiperazin-1-yl)-2-(((S)-1-methylpyrrolidin-2-yl)methoxy)quinazolin-7-yl)isoquinolin-3-amine ClC=1C=C2C(=NC(=NC2=C(C1C1=NC(=CC2=CC=CC=C12)N)F)OC[C@H]1N(CCC1)C)N1[C@H](CNCC1)C